[Cl-].[Cl-].C1(C=CC=C1)[Zr+2]C1C=CC=C1 Dicyclopentadienyl-Zirconium dichloride